N-(5-(2-(((1r,4r)-4-aminocyclohexyl)amino)-8-ethylquinazolin-6-yl)-6-methoxypyridin-2-yl)-2-chloro-benzenesulfonamide NC1CCC(CC1)NC1=NC2=C(C=C(C=C2C=N1)C=1C=CC(=NC1OC)NS(=O)(=O)C1=C(C=CC=C1)Cl)CC